C(C=C)(=O)OC1CCC(CC1)OC(C=C)=O 1,4-cyclohexanediol diacrylate